1-(2,5-dichloropyrimidin-4-yl)-1H-benzo[d]imidazol-2(3H)-one ClC1=NC=C(C(=N1)N1C(NC2=C1C=CC=C2)=O)Cl